COC=1C=C(CN(C=2SC=C(N2)COC2CCN(CC2)C)CC2=CC(=CC=C2)OC)C=CC1 N,N-bis(3-methoxybenzyl)-4-(((1-methylpiperidin-4-yl)oxy)methyl)thiazol-2-amine